Monoacetyl-guanidine C(C)(=O)N=C(N)N